ClC1=NC=C(C=C1)CC(F)(F)F 2-chloro-5-(2,2,2-trifluoroethyl)pyridine